C(C)(C)(C)OC(=O)N1CC2=C(CC1)NN=C2C(NC=2C=C(C=CC2)C)=O 3-(m-tolylcarbamoyl)-1,4,6,7-tetrahydro-5H-pyrazolo[4,3-c]pyridine-5-carboxylic acid tert-butyl ester